3-methyl-2-(((S)-1-tritylaziridine-2-carboxamido)methyl)butanoic acid CC(C(C(=O)O)CNC(=O)C1[N@](C1)C(C1=CC=CC=C1)(C1=CC=CC=C1)C1=CC=CC=C1)C